sulfonylamino-β-alanine S(=O)(=O)=NNCCC(=O)O